ClC1=CC=C(C=C1)N1N=CC(=C1)\C=C/1\C(NC(S1)=S)=O (5Z)-5-[[1-(4-chlorophenyl)pyrazol-4-yl]methylene]-2-thioxo-thiazolidin-4-one